tert-butyl (3R,4R)-3-fluoro-4-[4-(4,4,5,5-tetramethyl-1,3,2-dioxaborolan-2-yl)phenyl]piperidine-1-carboxylate F[C@H]1CN(CC[C@@H]1C1=CC=C(C=C1)B1OC(C(O1)(C)C)(C)C)C(=O)OC(C)(C)C